O=C1NC(CCC1N1C(C2=CC=C(C=C2C1=O)OC[C@@H]1C[C@H](CN1)N1CCN(CC1)C(=O)OCC1=CC=CC=C1)=O)=O benzyl 4-[(3R,5S)-5-[[2-(2,6-dioxo-3-piperidyl)-1,3-dioxo-isoindolin-5-yl]oxymethyl]pyrrolidin-3-yl]piperazine-1-carboxylate